2-hydroxy-3-{4-[(2-{3-[(4-methanesulfonyl-2-methoxyphenyl) amino]prop-1-yn-1-yl}-1-(2,2,2-trifluoroethyl)-1H-indol-4-yl)amino] piperidin-1-yl}propyl propanoate C(CC)(=O)OCC(CN1CCC(CC1)NC1=C2C=C(N(C2=CC=C1)CC(F)(F)F)C#CCNC1=C(C=C(C=C1)S(=O)(=O)C)OC)O